2,3,4,5-tetrahydro-1H-benzo[d]azepine-2-carboxylic acid hydrochloride Cl.C1C(NCCC2=C1C=CC=C2)C(=O)O